N[C@@H]1C[C@H](OCC1)C(=O)N1[C@H](C2=CC=CC=C2CC1)C1=CC=C(C=C1)F ((2S,4S)-4-aminotetrahydro-2H-pyran-2-yl)((S)-1-(4-fluorophenyl)-3,4-dihydroisoquinolin-2(1H)-yl)methanone